(1R,2S,5S)-N-(cyano(imidazo[1,2-a]pyrazin-3-yl)methyl)-3-((S)-3,3-dimethyl-2-(2,2,2-trifluoroacetamido)butanoyl)-6,6-dimethyl-3-azabicyclo[3.1.0]hexane-2-carboxamide C(#N)C(NC(=O)[C@@H]1[C@H]2C([C@H]2CN1C([C@H](C(C)(C)C)NC(C(F)(F)F)=O)=O)(C)C)C1=CN=C2N1C=CN=C2